BrC1=C(C=O)C=CC=C1OCC#CC1=CC=CC=C1 2-bromo-3-(phenylprop-2-yn-1-yloxy)benzaldehyde